N2-tert-butyl-6-cyclopropyl-7-(3-methoxyphenyl)-3,4-dihydropyrrolo[1,2-a]pyrazine-2,8(1H)-dicarboxamide C(C)(C)(C)NC(=O)N1CC=2N(CC1)C(=C(C2C(=O)N)C2=CC(=CC=C2)OC)C2CC2